1,3-dioxo-2,3-dihydro-1H-isoindole-2-carboxylic acid ethyl ester C(C)OC(=O)N1C(C2=CC=CC=C2C1=O)=O